2-benzoyl-6-chloroquinazolin-4(3H)-one C(C1=CC=CC=C1)(=O)C1=NC2=CC=C(C=C2C(N1)=O)Cl